FC(CN1CC(C1)N1N=C2N(C(N(CC2=C1)C1CCN(CC1)C1=C(C=CC=C1C)F)=O)CC1=C(C=CC=C1)C(F)(F)F)F 2-[1-(2,2-difluoro-ethyl)-azetidin-3-yl]-5-[1-(2-fluoro-6-methyl-phenyl)-piperidin-4-yl]-7-(2-trifluoromethyl-benzyl)-2,4,5,7-tetrahydro-pyrazolo[3,4-d]pyrimidin-6-one